(5S,7S)-7-fluoro-5-phenyl-2-(2-pyridylmethylsulfinyl)-6,7-dihydro-5H-pyrrolo[1,2-b][1,2,4]triazole F[C@H]1C[C@H](N2N=C(N=C21)S(=O)CC2=NC=CC=C2)C2=CC=CC=C2